CSC=1NC(C2=C(N1)NC(CC2C2=C(C=CC=C2C)C)=O)=O 2-methylthio-5-(2,6-dimethylphenyl)-5,6-dihydropyrido[2,3-d]pyrimidine-4,7(3H,8H)-dione